C1(=CC=CC=C1)P(C1=CC=CC=C1)C1=CC=CC=C1.C methane triphenylphosphine salt